ClC1=C(C(=NC=C1)C(=O)O)N[C@H](C)C1=C2N=C(C(=NC2=CC(=C1)C)C#N)N1CC2N(C(C1)C2)C2=CC=C(C=C2)C#N chloro-3-(((1R)-1-(2-cyano-3-(6-(4-cyanophenyl)-3,6-diazabicyclo[3.1.1]heptan-3-yl)-7-methylquinoxalin-5-yl)ethyl)amino)picolinic acid